(S)-5-(1-((R)-3,3-difluorocyclopentyl)-5-(3,5-dimethylisoxazol-4-yl)-1H-benzo[d]imidazol-2-yl)-1-(3-fluoro-4-methoxyphenyl)pyrrolidin-2-one FC1(C[C@@H](CC1)N1C(=NC2=C1C=CC(=C2)C=2C(=NOC2C)C)[C@@H]2CCC(N2C2=CC(=C(C=C2)OC)F)=O)F